N-(4-(dimethylamino)phenethyl)-4-fluoro-2-(4-((5-(4-(trifluoromethyl)phenyl)pyridin-2-yl)oxy)piperidine-1-carbonyl)benzamide CN(C1=CC=C(CCNC(C2=C(C=C(C=C2)F)C(=O)N2CCC(CC2)OC2=NC=C(C=C2)C2=CC=C(C=C2)C(F)(F)F)=O)C=C1)C